(3R,9R*)-N-(3-Cyano-4-fluorophenyl)-11,11-difluoro-9-(fluoromethyl)-9-hydroxy-3-methyl-3,4,8,9,10,11-hexahydro-1H-pyrido[4',3':3,4]pyrazolo[1,5-a]azepine-2(7H)-carboxamide C(#N)C=1C=C(C=CC1F)NC(=O)N1CC=2C(=NN3C2C(C[C@@](CC3)(O)CF)(F)F)C[C@H]1C |o1:21|